CN(S(=O)(=O)C=1C=C(C=CC1C)NC([C@@H](C)N1N=CC(=CC1=O)F)=O)C |r| (rac)-N-(3-(N,N-dimethylsulfamoyl)-4-methylphenyl)-2-(4-fluoro-6-oxopyridazin-1(6H)-yl)propanamide